p-mercaptoethyl-styrene SCCC1=CC=C(C=C)C=C1